N4-((1H-imidazol-2-yl)methyl)-N2-(3,5-difluorophenyl)quinazoline-2,4-diamine N1C(=NC=C1)CNC1=NC(=NC2=CC=CC=C12)NC1=CC(=CC(=C1)F)F